8-(1-azidoethyl)-2-ethylsulfanyl-6-(trifluoromethyl)chromen N(=[N+]=[N-])C(C)C=1C=C(C=C2C=CC(OC12)SCC)C(F)(F)F